4-[3-(benzyloxy)-6-hydroxyhexyl]-1,4-diazepane-1-carboxylic acid tert-butyl ester C(C)(C)(C)OC(=O)N1CCN(CCC1)CCC(CCCO)OCC1=CC=CC=C1